ClC1=CC=C([C@H](C(=O)O)O)C=C1 (R)-4-chloromandelic acid